N-benzyl-N-(isoxazol-3-yl)-3-phenylpropiolamide C(C1=CC=CC=C1)N(C(C#CC1=CC=CC=C1)=O)C1=NOC=C1